(S)-1-(5-(difluoro-methyl)pyridin-3-yl)-3-(2-fluoro-7-(1-methoxyethyl)-pyrazolo[1,5-a]pyrimidin-6-yl)urea FC(C=1C=C(C=NC1)NC(=O)NC=1C=NC=2N(C1[C@H](C)OC)N=C(C2)F)F